N1(C=NC=C1)C(=O)N1CCC(CC1)C1=CC=C(C=C1)NC(=O)N1CC2=CC(=CC(=C2C1)F)F N-(4-(1-(1H-imidazole-1-carbonyl)piperidin-4-yl)phenyl)-4,6-difluoroisoindoline-2-carboxamide